N(=[N+]=[N-])[C@H]([C@@H](F)C1=C(C#N)C=CC=C1)[C@@H](C)F |r| (±)-2-((1S,2S,3R)-2-azido-1,3-difluorobutyl)benzonitril